C1(CCC1)C=1N=CC2=C(N1)N(C=C2I)S(=O)(=O)C2=CC=C(C=C2)C 2-cyclobutyl-5-iodo-7-(4-methylphenyl)sulfonylpyrrolo[2,3-d]pyrimidine